Racemic-N-(1-(6,7-difluoro-4-oxo-3,4-dihydrophthalazin-1-yl)ethyl)-4-(difluoromethyl)-6-fluoro-N-methyl-1H-indole-2-carboxamide FC=1C=C2C(NN=C(C2=CC1F)[C@@H](C)N(C(=O)C=1NC2=CC(=CC(=C2C1)C(F)F)F)C)=O |r|